4,4,5,5-tetramethyl-2-(1-{[p-(trifluoromethyl)phenyl]methyl}-1H-pyrazol-4-yl)-1,3,2-dioxaborolane CC1(OB(OC1(C)C)C=1C=NN(C1)CC1=CC=C(C=C1)C(F)(F)F)C